COC(C(=C)C1=C(C=CC=C1[N+](=O)[O-])Cl)=O 2-(2-chloro-6-nitrophenyl)prop-2-enoic acid methyl ester